(S)-2-((tert-butoxycarbonyl)amino)-4-(((R)-2-fluoro-3-hydroxy-3-methylbutyl)(4-(5,6,7,8-tetrahydro-1,8-naphthyridin-2-yl)butyl)amino)butanoic acid C(C)(C)(C)OC(=O)N[C@H](C(=O)O)CCN(CCCCC1=NC=2NCCCC2C=C1)C[C@H](C(C)(C)O)F